ClC=1C=NN(C1CC1N(C(C2=CC=C(C=C12)CN1CCOCC1)=O)CC1CC2(C1)OC(N(C2)C(=O)OC(C)(C)C)=O)C tert-butyl 2-((3-((4-chloro-1-methyl-1H-pyrazol-5-yl) methyl)-5-(morpholinomethyl)-1-oxoisoindolin-2-yl) methyl)-6-oxo-5-oxa-7-azaspiro[3.4]octane-7-carboxylate